N-(1-methyl-3-(4'-(((R)-1-methylpyrrolidin-2-yl)methoxy)-4,5,5',6'-tetrahydro-2H-spiro[furan-3,8'-pyrano[3,4-b]pyridin]-2'-yl)-1H-pyrrolo[2,3-c]pyridin-5-yl)acetamide CN1C=C(C=2C1=CN=C(C2)NC(C)=O)C2=CC(=C1C(=N2)C2(OCC1)COCC2)OC[C@@H]2N(CCC2)C